CO[C@H]1[C@@H](COCC1)NCC1=NC(=C(C#N)C=C1)C 6-((((3R,4R)-4-methoxytetrahydro-2H-pyran-3-yl)amino)methyl)-2-methylnicotinonitrile